(2S)-1,4-bis[2-(4-chloro-3-fluorophenoxy)acetamido]bicyclo[2.2.2]octan-2-yl (phosphonooxy)acetate P(=O)(O)(O)OCC(=O)O[C@@H]1C2(CCC(C1)(CC2)NC(COC2=CC(=C(C=C2)Cl)F)=O)NC(COC2=CC(=C(C=C2)Cl)F)=O